3-METHYL-5-PHENYL-1-PENTANAL CC(CC=O)CCC1=CC=CC=C1